ClC1=CC=C(C(=N1)OCC=1SC(=CN1)C(F)(F)F)F 2-[(6-chloro-3-fluoro-2-pyridyl)oxymethyl]-5-(trifluoromethyl)thiazole